CCCCCCCCCCCCC/C=C/[C@H]([C@H](COP(=O)([O-])[O-])NC(=O)CCCCCCCCCCCCC)O The molecule is a N-acylsphingosine 1-phosphate(2-) in which the N-acyl group is specified as tetradecanoyl (myristoyl). It is a conjugate base of a N-tetradecanoylsphingosine 1-phosphate.